O[C@@H]1[C@@H](CO[C@@H]([C@@H]1O)CO)C(=O)N1CCCCC1 ((3R,4R,5R,6R)-4,5-dihydroxy-6-(hydroxymethyl)tetrahydro-2H-pyran-3-yl)(piperidin-1-yl)methanone